4-[4-[3-[4-chloro-3-(trifluoromethyl)phenyl]ureido]phenoxy]-N-methylpyridine-2-carboxamide ClC1=C(C=C(C=C1)NC(NC1=CC=C(OC2=CC(=NC=C2)C(=O)NC)C=C1)=O)C(F)(F)F